O1C(CCCC1)N1N=CC=C1C1=CN=C(N=N1)N[C@@H]1C[C@H](CC1)NC(OC(C)(C)C)=O tert-Butyl ((1S,3S)-3-((6-(1-(tetrahydro-2H-pyran-2-yl)-1H-pyrazol-5-yl)-1,2,4-triazin-3-yl)amino)cyclopentyl)carbamate